C(C)[Si](CC)(CC)OP(=O)(O[Si](CC)(CC)CC)O[Si](CC)(CC)CC tris(triethylsilyl)-phosphate